C1(CC1)C1=CC(=CC(=N1)C(=O)NC1=NC(=CC(=C1)C1=C(C=NN1C)C1=NN=CN1C)NCC)C 6-Cyclopropyl-N-(6-(ethylamino)-4-(1-methyl-4-(4-methyl-4H-1,2,4-triazol-3-yl)-1H-pyrazol-5-yl)pyridin-2-yl)-4-methylpicolinamide